6-methyl-8-(piperidin-1-ylcarbonyl)-9,10-didehydroergoline CN1CC(C=C2C=3C=CC=C4NC=C(C[C@@H]12)C34)C(=O)N3CCCCC3